COC(=O)C=1C(=NC2=CC(=CC=C2C1)C(=O)C1CC1)OC 7-(cyclopropanecarbonyl)-2-methoxyquinoline-3-carboxylic acid methyl ester